CSC1=C(C(=NC=C1)C(=C)C)N (methylsulfanyl)-2-(prop-1-en-2-yl)pyridin-3-amine